C1(CC1)N(C1=C(C(=NC=N1)NC[C@@H]1[C@H](CN(CC1)CC(=O)N)O)F)CC1=C(C=C(C=C1)C(F)(F)F)F ((3R,4R)-4-(((6-(cyclopropyl(2-fluoro-4-(trifluoromethyl)benzyl)amino)-5-fluoropyrimidin-4-yl)amino)methyl)-3-hydroxypiperidin-1-yl)acetamide